NC[C@@H](C(=O)O)CC1=CC=CC=C1 (S)-3-amino-2-benzylpropionic acid